FC=1C=C(C=C(C1F)O)C1=NC(=NO1)C(=O)N1C[C@H](O[C@H](C1)C)C (5-(3,4-difluoro-5-hydroxyphenyl)-1,2,4-oxadiazol-3-yl)((2r,6s)-2,6-dimethylmorpholino)methanone